O=S1(CCN(CC1)C(=O)C1=C(C=C(C=C1)[N+](=O)[O-])F)=O (1,1-dioxo-1,4-thiazinan-4-yl)-(2-fluoro-4-nitrophenyl)methanone